CN1N=C(C=C1)C1=CC=CC(=N1)C=1N=C(SC1)NC(CNC(=O)C1=CNC=C1)=O N-[2-[[4-[6-(1-methylpyrazol-3-yl)-2-pyridinyl]thiazol-2-yl]amino]-2-oxo-ethyl]pyrrole-3-carboxamide